C(#N)C1=C(C=C(C=C1)CC(C)C)CN1CCN(CC1)C(=O)OC(C)(C)C tert-Butyl 4-[(2-cyano-5-isobutyl-phenyl)methyl]piperazine-1-carboxylate